COC1=CC=C(C=C1)[Se]C(C(=O)C1=CC=CC=C1)[Se]C1=CC=C(C=C1)OC 2,2-Bis((4-methoxyphenyl)selanyl)-1-phenylethan-1-one